tetrahydrogeranyl-imidazole bromide [Br-].C(\C=C(/C)\CCC=C(C)C)N1CNCC1